C(=O)C1=CC(=C(CC=2C=C(C=CC2)NC(OC(C)(C)C)=O)C=C1)O tert-butyl (3-(4-formyl-2-hydroxybenzyl)phenyl)carbamate